2,2-diethoxypropionitrile C(C)OC(C#N)(C)OCC